Ethyl (S)-4-(5-cyclopropyl-7-(5-methylpyridin-3-yl)-7H-pyrrolo[2,3-d]pyrimidin-4-yl)-3-methylpiperazine-1-carboxylate C1(CC1)C1=CN(C=2N=CN=C(C21)N2[C@H](CN(CC2)C(=O)OCC)C)C=2C=NC=C(C2)C